(2R,3S,5R)-2-(acetoxymethyl)-5-(6-amino-2-fluoro-9H-purin-9-yl)-2-ethynyltetrahydrofuran-3-yl heptanoate C(CCCCCC)(=O)O[C@@H]1[C@@](O[C@H](C1)N1C2=NC(=NC(=C2N=C1)N)F)(C#C)COC(C)=O